FC=1C=C(C=C(C1)S(=O)(=O)C)C1=C(SC=C1C=1C=NC=CC1)C(=O)N (3-fluoro-5-(methylsulfonyl)phenyl)-4-(pyridin-3-yl)thiophene-2-carboxamide